2-glycidoxybutyl-trimethoxysilane C(C1CO1)OC(C[Si](OC)(OC)OC)CC